C(#N)CN(C(OC(C)(C)C)=O)C=1C=2C(=C3N(C2C(=C(C1)Cl)Cl)CCN(C3=O)COCC[Si](C)(C)C)C=3C=NN(C3)C3OCCCC3 tert-Butyl N-(cyanomethyl)-N-[6,7-dichloro-1-oxo-10-(1-tetrahydropyran-2-ylpyrazol-4-yl)-2-(2-trimethylsilylethoxymethyl)-3,4-dihydropyrazino[1,2-a]indol-9-yl]carbamate